ClC1=C(C=C2C=C(N=CC2=C1)NC(=O)[C@@H]1[C@H](C1)C1OCCCC1)C1CCN(CC1)[C@@]1(COC[C@@H]1O)C (1S,2S)-N-(7-chloro-6-(1-((3R,4R)-4-hydroxy-3-methyltetrahydrofuran-3-yl)piperidin-4-yl)isoquinolin-3-yl)-2-(tetrahydro-2H-pyran-2-yl)cyclopropane-1-carboxamide